N-(2-hydroxyethyl)-pyrrol OCCN1C=CC=C1